4-[4-(1,3-benzothiazol-2-yl)piperidin-1-yl]-1-methyl-2-oxo-1,2-dihydroquinoline-3,6-dicarbonitrile S1C(=NC2=C1C=CC=C2)C2CCN(CC2)C2=C(C(N(C1=CC=C(C=C21)C#N)C)=O)C#N